tert-butyl (3S,4S)-3-amino-4-methoxypyrrolidine-1-carboxylate N[C@H]1CN(C[C@@H]1OC)C(=O)OC(C)(C)C